1-(4-methylbenzene-1-sulfonyl)-N-[(1-methyl-1H-1,2,3-triazol-4-yl)methyl]-1H-pyrazole-3-carboxamide CC1=CC=C(C=C1)S(=O)(=O)N1N=C(C=C1)C(=O)NCC=1N=NN(C1)C